BrC=1C=C2C(=CC=NC2=C(C1)F)[C@@H](C)N |r| (±)-1-(6-bromo-8-fluoroquinolin-4-yl)ethan-1-amine